N-(2,2-difluoroethyl)-6,7-difluoro-N-(3-fluoro-5-((1-(fluoromethyl)cyclopropyl)ethynyl)phenyl)-1-methyl-[1,2,4]triazolo[4,3-a]quinazolin-5-amine FC(CN(C1=NC=2N(C3=CC=C(C(=C13)F)F)C(=NN2)C)C2=CC(=CC(=C2)C#CC2(CC2)CF)F)F